NC1=NC2=CC=C(C=C2C=C1C)C(=O)N(CC1=NC=C(C=C1)C(F)(F)F)C(C(C)N1N=CC=C1)C 2-amino-3-methyl-N-(1-methyl-2-pyrazol-1-yl-propyl)-N-[[5-(trifluoromethyl)-2-pyridyl]methyl]quinoline-6-carboxamide